(E)-N-(4-(N-(4-fluorobenzyl)-N-(3-methylbenzyl)sulfamoyl)phenyl)-3-(pyridin-4-yl)acrylamide FC1=CC=C(CN(S(=O)(=O)C2=CC=C(C=C2)NC(\C=C\C2=CC=NC=C2)=O)CC2=CC(=CC=C2)C)C=C1